L-tryptophan methyl ester HCl salt Cl.COC([C@@H](N)CC1=CNC2=CC=CC=C12)=O